C(#N)C1=CC=C(OC[C@@H](C)OS(=O)(=O)C)C=C1 (R)-methylsulfonic acid 2-(4-cyanophenoxy)-1-methylethyl ester